(S)-7-(1-(4-amino-3-(2-isopropoxypyrimidin-5-yl)-1H-pyrazolo[3,4-d]pyrimidin-1-yl)ethyl)-3-chloro-6-(3-fluorophenyl)-5H-thiazolo[3,2-a]pyridin-5-one NC1=C2C(=NC=N1)N(N=C2C=2C=NC(=NC2)OC(C)C)[C@@H](C)C=2C=C1N(C(C2C2=CC(=CC=C2)F)=O)C(=CS1)Cl